ClC1=C(C=CC=C1)C=1N(C2=NC(=NC(=C2N1)C=1C=NC(=CC1)C(F)(F)F)S(=O)(=O)C)C1=CC=C(C=C1)Cl 8-(2-chlorophenyl)-9-(4-chlorophenyl)-2-(methylsulfonyl)-6-(6-(trifluoromethyl)pyridin-3-yl)-9H-purine